C(C)OC(C[C@@H]1CN(CCC1)C=1C(=NC(=CC1)C=1N=NN(C1COC1OCCCC1)C)C(F)(F)F)=O.NC=1C=C(C=C(C1)N)CCO 3,5-diamino-(2-hydroxyethyl)benzene ethyl-2-((3R)-1-(6-(1-methyl-5-(((tetrahydro-2H-pyran-2-yl)oxy)methyl)-1H-1,2,3-triazol-4-yl)-2-(trifluoromethyl)pyridin-3-yl)piperidin-3-yl)acetate